1-[5-(5-chloro-2-methoxypyridin-4-yl)-1H-pyrazole-3-carbonyl]-N-({imidazo[1,2-a]pyrimidin-2-yl}methyl)piperidine-4-carboxamide ClC=1C(=CC(=NC1)OC)C1=CC(=NN1)C(=O)N1CCC(CC1)C(=O)NCC=1N=C2N(C=CC=N2)C1